(2R)-2-amino-3-(3-fluoro-5-(1-methylpyrrolidin-2-yl)benzamido)propanoic acid N[C@@H](C(=O)O)CNC(C1=CC(=CC(=C1)C1N(CCC1)C)F)=O